N-(5-(Cyclohexyloxy)-2-methoxyphenyl)-1-methyl-5-oxopyrrolidine-2-carboxamide C1(CCCCC1)OC=1C=CC(=C(C1)NC(=O)C1N(C(CC1)=O)C)OC